[O-]S(=O)(=O)C(F)(F)F.C(CCCCCC)[N+]1(CCCC1)CC 1-Heptyl-1-ethylpyrrolidinium triflat